FC1([C@@H](CCC1)C(=O)NC1=CC(=C(C=C1)C)C=1OC=C(N1)C)F (S)-2,2-difluoro-N-(4-methyl-3-(4-methyloxazol-2-yl)phenyl)cyclopentane-1-carboxamide